3-((5-(5-(difluoromethyl)-1,3,4-oxadiazole-2-yl)pyridine-2-yl)methyl)-5-fluoro-6-(2-(4-isopropylpiperazine-1-yl)pyridine-4-yl)benzo[d]oxazole-2(3H)-one FC(C1=NN=C(O1)C=1C=CC(=NC1)CN1C(OC2=C1C=C(C(=C2)C2=CC(=NC=C2)N2CCN(CC2)C(C)C)F)=O)F